CC(C#CC)(O)C 1,1-dimethyl-2-butyn-1-ol